acryloyloxypropylbenzyldiethyl-ammonium fluoride [F-].C(C=C)(=O)OCCC[N+](CC)(CC)CC1=CC=CC=C1